3,6,9-trioxa-12,18,21-triazatricosan CCOCCOCCOCCNCCCCCNCCNCC